6-chloro-N-(5-fluoro-1,1-dioxo-2,3-dihydro-1-benzothien-6-yl)-1H-indole-3-sulphonamide ClC1=CC=C2C(=CNC2=C1)S(=O)(=O)NC1=CC2=C(CCS2(=O)=O)C=C1F